dihydro-4,6-dimethyl-2-(1-methylpropyl)-4H-1,3,5-dithiazine CC1SC(SC(N1)C)C(CC)C